C(C)C1=C(C=CC=C1C(F)(F)F)C=1CCCC2=C(C1C1=CC=C(C=C1)C=C1CN(C1)CCCF)C=CC=C2 8-(2-ethyl-3-(trifluoromethyl)phenyl)-9-(4-((1-(3-fluoropropyl)azetidin-3-ylidene)methyl)phenyl)-6,7-dihydro-5H-benzo[7]annulene